(S)-2-(1-cyclohexylpyrrolidin-2-yl)-N-(6-methyl-5-nitropyridin-3-yl)acetamide C1(CCCCC1)N1[C@@H](CCC1)CC(=O)NC=1C=NC(=C(C1)[N+](=O)[O-])C